N-(4-hydroxy-3-(methylsulfonylamino)phenyl)-1-(4-(trifluoromethoxy)benzyl)-1H-1,2,4-triazole-3-carboxamide OC1=C(C=C(C=C1)NC(=O)C1=NN(C=N1)CC1=CC=C(C=C1)OC(F)(F)F)NS(=O)(=O)C